C(C=C)(=O)N[C@@H]1[C@@H](CCC1)NC(=O)C=1SC=2N=CC=C3N(C(NC1C23)=O)C=2C=NC(=CC2C)CC(C)C N-((1R,2S)-2-acrylamidocyclopentyl)-5-(R)-(6-isobutyl-4-methylpyridin-3-yl)-4-oxo-4,5-dihydro-3H-1-thia-3,5,8-triazaacenaphthylene-2-carboxamide